5-[5-isobutyl-2-(2H-tetrazol-5-yl)-phenyl]-2-(pyridazin-3-ylmethyl)-1,3,3a,4,6,6a-hexahydropyrrolo-[3,4-c]pyrrole C(C(C)C)C=1C=CC(=C(C1)N1CC2C(C1)CN(C2)CC=2N=NC=CC2)C=2N=NNN2